4-fluoro-7-methyl-N-((1R,3S)-3-(pyrimidin-5-yl)cyclohexyl)-1H-indole FC1=C2C=CN(C2=C(C=C1)C)[C@H]1C[C@H](CCC1)C=1C=NC=NC1